N=1N=CN2C=C3CNCCC3=CC21 6,7,8,9-tetrahydro-[1,2,4]triazolo[4,3-b][2,7]naphthyridine